N1(CCCCC1)CC1=CC(=NC=C1)NC=1SC2=C(N1)C=CC(=C2)C=2C=NNC2 N-(4-(piperidin-1-ylmethyl)pyridin-2-yl)-6-(1H-pyrazol-4-yl)benzo[d]thiazol-2-amine